(S)-(-)-L-malic acid C([C@@H](O)CC(=O)O)(=O)O